CC=1C=C(C=C2CCC(NC12)=O)NC(=O)C1=C(C=NC=C1)C1=C(C=CC=C1)C N-(8-methyl-2-oxo-3,4-dihydro-1H-quinolin-6-yl)-3-(o-tolyl)pyridine-4-carboxamide